BrC=1C=CC(=NC1)CC(=O)NC1=CC(=C(C(=C1)Cl)C1=CC=C(C=C1)S(=O)(=O)C1CC1)Cl 2-(5-bromopyridin-2-yl)-N-(2,6-dichloro-4'-(cyclopropylsulfonyl)-[1,1'-biphenyl]-4-yl)acetamide